CN1N=CC(=C1)C=1C=C2C=C(N=CC2=CC1)NC(CN1CCCCC1)=O N-(6-(1-methyl-1H-pyrazol-4-yl)isoquinolin-3-yl)-2-(piperidin-1-yl)acetamide